1,3-dioxane-5-yl 4-methylbenzene-1-sulfonate CC1=CC=C(C=C1)S(=O)(=O)OC1COCOC1